CSCCN1C(=O)NC(=O)C1 (beta-methylthioethyl)hydantoin